tert-Butyl (6-((1-cyanocyclopropyl)methoxy)-2-(7-fluoro-1-(tetrahydro-2H-pyran-2-yl)-1H-indazole-4-carbonyl)-5-methylpyridin-3-yl)carbamate C(#N)C1(CC1)COC1=C(C=C(C(=N1)C(=O)C=1C=2C=NN(C2C(=CC1)F)C1OCCCC1)NC(OC(C)(C)C)=O)C